1,2,3,4-tetrahydroxynaphthalene OC1=C(C(=C(C2=CC=CC=C12)O)O)O